2-(difluoromethyl)-7-(4-((2,3-dihydrobenzo[b][1,4]dioxin-6-yl-2,2,3,3-d4)oxy)piperidin-1-yl-4-d)-8-methyl-4H-pyrimido[1,2-b]pyridazin-4-one FC(C=1N=C2N(N=C(C(=C2)C)N2CCC(CC2)([2H])OC2=CC3=C(OC(C(O3)([2H])[2H])([2H])[2H])C=C2)C(C1)=O)F